ClC1=C(C(=C2C=NNC2=C1)C1=C(C=2N=C(N=C(C2C=N1)N1C[C@@](CCC1)(O)C)OC[C@]12CCCN2C[C@@H](C1)F)F)\C=C\Cl (3R)-1-(7-(6-chloro-5-((E)-2-chlorovinyl)-1H-indazol-4-yl)-8-fluoro-2-(((2R,7aS)-2-fluorotetrahydro-1H-pyrrolizin-7a(5H)-yl)methoxy)pyrido[4,3-d]pyrimidin-4-yl)-3-methylpiperidin-3-ol